ClC1=CC=C2C(=CC=NC2=C1)NC1=CC(=CC(=C1)N1C=NC(=C1)C)OC 7-Chloro-N-(3-Methoxy-5-(4-Methyl-1H-imidazol-1-yl)phenyl)quinolin-4-amine